iodotoluene bromide [Br-].ICC1=CC=CC=C1